CC(C)[C@@H](C[C@H](C=C)C)S(=O)(=O)N (3R,5R)-2,5-DIMETHYLHEPT-6-ENE-3-SULFONAMIDE